CC(CSP(O)(=S)CC(CC(C)(C)C)C)CC(C)(C)C bis(2,4,4-trimethylpentyl)-dithiophosphonic acid